monostyryl-phenothiazine tert-butyl-(2R,6S)-4-(7-(2,8-dimethylimidazo[1,2-b]pyridazine-6-amido)-1-([2-(trimethylsilyl)ethoxy]methyl)-indol-4-yl)-2,6-dimethylpiperazine-1-carboxylate C(C)(C)(C)OC(=O)N1[C@@H](CN(C[C@@H]1C)C1=C2C=CN(C2=C(C=C1)NC(=O)C=1C=C(C=2N(N1)C=C(N2)C)C)COCC[Si](C)(C)C)C.C(=CC2=CC=CC=C2)C2=CC=CC=1SC3=CC=CC=C3NC21